2-methyl 1-(4-nitrobenzyl) (2S,3s)-3-methylaziridine-1,2-dicarboxylate C[C@H]1[C@H](N1C(=O)OCC1=CC=C(C=C1)[N+](=O)[O-])C(=O)OC